CN1CCN(CC1)C1=NC=2N(C(=N1)C1=CSC3=C1C=CC=C3)N=CC2 2-(4-methylpiperazino)-4-(benzothien-3-yl)pyrazolo[1,5-a][1,3,5]triazine